2-((E)-2-((1r,2r)-2-(p-tolyl)cyclopropyl)vinyl)benzofuran methyl-(E)-3-(4-((2-(4-(1H-pyrazol-1-yl)phenyl)-6-methylpyrimidine-4-carboxamido)methyl)phenyl)acrylate COC(\C=C\C1=CC=C(C=C1)CNC(=O)C1=NC(=NC(=C1)C)C1=CC=C(C=C1)N1N=CC=C1)=O.C1(=CC=C(C=C1)[C@H]1[C@H](C1)/C=C/C=1OC2=C(C1)C=CC=C2)C